(2-methoxy-3-(1-methyl-1H-1,2,4-triazol-3-yl)phenyl)ammonia COC1=C(C=CC=C1C1=NN(C=N1)C)N